FC1=C(C=CC=2SC=CC21)CCNC2=CC=NC=N2 6-[2-(4-fluoro-benzo[b]thiophen-5-yl)-ethylamino]-pyrimidin